3,5-dicarboxyphthalide C(=O)(O)C1OC(=O)C2=CC=C(C=C12)C(=O)O